dimethyl-4,4'-bipyridine hexafluorophosphate F[P-](F)(F)(F)(F)F.CC=1C(=NC=CC1C1=CC=NC=C1)C